((2-(((3S,6S,10aS)-3-(3-benzylazetidine-1-carbonyl)-5-oxodecahydro-pyrrolo[1,2-a]azocin-6-yl)carbamoyl)benzo[b]thiophen-5-yl)difluoromethyl)phosphonic acid C(C1=CC=CC=C1)C1CN(C1)C(=O)[C@@H]1CC[C@H]2N1C([C@H](CCCC2)NC(=O)C2=CC1=C(S2)C=CC(=C1)C(F)(F)P(O)(O)=O)=O